tert-butyl N-(1-isoxazol-4-ylcyclopropyl)carbamate O1N=CC(=C1)C1(CC1)NC(OC(C)(C)C)=O